ClC=1C(=NC(=NC1)NC1=CC(=C(C=C1)N1CCC(CC1)N1CCN(CC1)C)OC)NC=1C=NN(C1)C 5-chloro-N2-(3-methoxy-4-(4-(4-methylpiperazin-1-yl)piperidin-1-yl)phenyl)-N4-(1-methyl-1H-pyrazol-4-yl)pyrimidine-2,4-diamine